2-(4-methoxybenzylidene)-6-methoxy-2,3-dihydro-1H-indene COC1=CC=C(C=C2CC3=CC(=CC=C3C2)OC)C=C1